ethylene glycol bis(mercaptopropionate) SC(C(=O)OCCOC(C(C)S)=O)C